butyl (3R)-3-{[(4-cyanopyridin-3-yl)oxy]methyl}morpholine-4-carboxylate C(#N)C1=C(C=NC=C1)OC[C@@H]1N(CCOC1)C(=O)OCCCC